C(C=C)(=O)N1CC(CC1)C=1N=C(N2C(=NC=CC21)N)C2=C(C=C(OC=1C=C(C#N)C=CN1)C=C2)F 2-(4-(1-(1-acryloylpyrrolidin-3-yl)-5-aminoimidazo[1,5-c]pyrimidin-3-yl)-3-fluorophenoxy)isonicotinonitrile